C1(CC1)NC1=NC(=NC=C1C(F)(F)F)NC1=C2C=NN3C2=C(C=C1)OCC3 N4-cyclopropyl-N2-(2,3-dihydro-[1,4]oxazino[2,3,4-hi]indazol-7-yl)-5-(trifluoromethyl)pyrimidine-2,4-diamine